3-hydroxy-N-(2-methoxyphenyl)-2-naphthoamide OC=1C(=CC2=CC=CC=C2C1)C(=O)NC1=C(C=CC=C1)OC